2,3,4,5-tetrahydropyrido[2,3-f][1,4]oxazepine O1CCNCC2=C1C=CC=N2